C[Si](OC1=CC=CC=C1)(OCC)OCC methyl-diethoxyphenoxysilane